2,3,6-trimethyl-1,4,5-triacetylglucitol C[C@@](C(O)C(C)=O)(O)[C@@](O)([C@](O)([C@](O)(C(O)C)C(C)=O)C(C)=O)C